BrC=1C=C(C(=NC1)OC)CP(OCC)(OCC)=O diethyl ((5-bromo-2-methoxypyridin-3-yl)methyl)phosphonate